ethyl 3-((tert-butoxycarbonyl)amino)-2,2-difluoropropanoate C(C)(C)(C)OC(=O)NCC(C(=O)OCC)(F)F